1-tert-butyl-3-(3-fluoro-4-nitrophenyl)-5-{[5-(trifluoromethyl)pyrazin-2-yl]amino}-1H-pyrazole-4-carbonitrile C(C)(C)(C)N1N=C(C(=C1NC1=NC=C(N=C1)C(F)(F)F)C#N)C1=CC(=C(C=C1)[N+](=O)[O-])F